N-[[1-[2-(tert-butylamino)-2-oxo-ethyl]-3,3,5,5-tetradeuterio-4-piperidyl]methyl]-3-chloro-5-fluoro-benzamide C(C)(C)(C)NC(CN1CC(C(C(C1)([2H])[2H])CNC(C1=CC(=CC(=C1)F)Cl)=O)([2H])[2H])=O